para-chloro-phenylalanine ClC1=CC=C(C[C@H](N)C(=O)O)C=C1